C(#N)C1(CC1)C1=C(C=C2N1N=CC(=C2)C2CCOCC2)C(=O)OC methyl 7-(1-cyanocyclopropyl)-3-(tetrahydro-2H-pyran-4-yl)pyrrolo[1,2-b]pyridazine-6-carboxylate